3-(sec-butyl)-4-(methylsulfonyl)-1,3,4,5-tetrahydro-2H-benzo[1,4]diazepin-2-one C(C)(CC)C1C(NC2=C(CN1S(=O)(=O)C)C=CC=C2)=O